The molecule is a tripeptide composed of L-phenylalanine, L-tyrosine and L-aspartic acid joined by peptide linkages. It has a role as a human urinary metabolite. It derives from a L-phenylalanine, a L-aspartic acid and a L-tyrosine. C1=CC=C(C=C1)C[C@@H](C(=O)N[C@@H](CC2=CC=C(C=C2)O)C(=O)N[C@@H](CC(=O)O)C(=O)O)N